tert-butyl 4-((1,3-dioxoisoindolin-2-yl) methyl)-2-methylpiperidine-1-carboxylate O=C1N(C(C2=CC=CC=C12)=O)CC1CC(N(CC1)C(=O)OC(C)(C)C)C